C(C1=CC=CC=C1)N1C2=C(SC(C1)C)C=C(C=C2)NC(=O)NC2=CNC1=CC=CC=C21 1-(4-benzyl-2-methyl-3,4-dihydro-2H-benzo[b][1,4]thiazin-7-yl)-3-(1H-indol-3-yl)urea